ClC1=CC(=C(C=C1)OCCC)C\C=C\OC (E)-4-chloro-2-(3-methoxyallyl)-1-propoxybenzene